CC(=O)C1=CC(=C(C(=C1)OC)OC)OC 3,4,5-trimethoxyacetophenone